3-(5-(4-((3-fluoropyrrolidin-1-yl)methyl)-1-(oxetan-3-yl)-1H-pyrrolo[2,3-b]pyridin-6-yl)-1-oxoisoindolin-2-yl)piperidine-2,6-dione FC1CN(CC1)CC1=C2C(=NC(=C1)C=1C=C3CN(C(C3=CC1)=O)C1C(NC(CC1)=O)=O)N(C=C2)C2COC2